2-(2-(2-((5-(1-methyl-2-oxoindolin-5-yl)pyridin-2-yl)amino)ethoxy)ethyl)acetamide CN1C(CC2=CC(=CC=C12)C=1C=CC(=NC1)NCCOCCCC(=O)N)=O